3-Chloro-4-aminotrifluorotoluene ClC=1C=C(C(F)(F)F)C=CC1N